(trans)-Methyl 4-(2-chloro-4-fluorophenyl)-6-(1-((3-(2-hydroxypropan-2-yl)cyclobutyl)sulfonyl)piperidin-4-yl)-2-(thiazol-2-yl)-1,4-dihydropyrimidine-5-carboxylate ClC1=C(C=CC(=C1)F)C1N=C(NC(=C1C(=O)OC)C1CCN(CC1)S(=O)(=O)[C@@H]1C[C@H](C1)C(C)(C)O)C=1SC=CN1